N'-{5-bromo-6-[(1S)-1-(3,5-difluoro-phenyl)ethoxy]-2-methylpyridin-3-yl}-N-ethyl-N-methylimidoformamide BrC=1C=C(C(=NC1O[C@@H](C)C1=CC(=CC(=C1)F)F)C)N=CN(C)CC